5-methyl-N-[(3R)-spiro[3.4]octan-3-yl]thiazole-4-carboxamide CC1=C(N=CS1)C(=O)N[C@@H]1CCC12CCCC2